FC=1C=C(C=CC1F)C(C(=O)NCC=1C=C2CN(C(C2=CC1)=O)C1C(NC(CC1)=O)=O)=O 2-(3,4-difluorophenyl)-N-((2-(2,6-dioxopiperidin-3-yl)-1-oxoisoindolin-5-yl)methyl)-2-oxoacetamide